2-(1'-propenoyl-1',2',5',6'-tetrahydro-[2,3'-bipyridin]-5-yl)-N-(1-methyl-6-oxo-1,6-dihydropyrimidin-2-yl)-propionamide C(C=C)(=O)N1CC(=CCC1)C1=NC=C(C=C1)C(C(=O)NC=1N(C(C=CN1)=O)C)C